IC=1C=C(C=CC1C1=CC=NC=C1)NC(N)=O 3-(3-iodo-4-(pyridin-4-yl)phenyl)urea